4-(2-hydroxyethylamino)aniline OCCNC1=CC=C(N)C=C1